1-(2,2-Difluoropropyl)pyrazolo[4,3-c]pyridine-6-carboxylic acid methyl ester COC(=O)C1=CC2=C(C=N1)C=NN2CC(C)(F)F